(5-chloro-2-fluoro-3-{1-[3-fluoro-4-(piperazin-1-yl)phenyl]-3-(pyridin-4-yl)pyrazol-4-yl}phenyl)-3-fluoropyrrolidine-1-sulfonamide trifluoroacetic acid salt FC(C(=O)O)(F)F.ClC=1C=C(C(=C(C1)C1N(CCC1F)S(=O)(=O)N)F)C=1C(=NN(C1)C1=CC(=C(C=C1)N1CCNCC1)F)C1=CC=NC=C1